N(N)C(=O)C12CN(CC2C1)C(=O)OC(C)(C)C tert-butyl 1-(hydrazinecarbonyl)-3-azabicyclo[3.1.0]hexane-3-carboxylate